2-chloro-7-(3-pyridinyl)pyrrolo[2,3-d]pyrimidine ClC=1N=CC2=C(N1)N(C=C2)C=2C=NC=CC2